titanium hexanetricarboxylic acid C(CCCCC)(C(=O)O)(C(=O)O)C(=O)O.[Ti]